N-Benzyl-2-(5-(4-(2-(4-hydroxy-4-methylpiperidin-1-yl)ethoxy)phenyl)pyridin-2-yl)acetamide C(C1=CC=CC=C1)NC(CC1=NC=C(C=C1)C1=CC=C(C=C1)OCCN1CCC(CC1)(C)O)=O